C(CCCCCCCCCCCCCCCCCCCCC)(=O)OCCCCCCCCCCCCCCCCCCCCCC docosanyl docosanoate